(R)-8-(4-Chloro-2-cyclohexylthiazol-5-yl)-9-oxooctahydro-2H-pyrazino[1,2-a]pyrazin ClC=1N=C(SC1N1C([C@@H]2N(CCNC2)CC1)=O)C1CCCCC1